N1(C=NC=C1)C(=O)OC(C)CCCCCCCC decan-2-yl 1H-imidazole-1-carboxylate